3-amino-6-bromo-9-fluoro-4-(7-fluoro-1H-indazol-4-yl)-1H-1,7-phenanthrolin-2-one NC=1C(NC2=C3C=C(C=NC3=C(C=C2C1C1=C2C=NNC2=C(C=C1)F)Br)F)=O